4-(((1S,4S)-4-ethoxycyclohexyl)methoxy)-5-fluoro-N-(4-morpholinophenyl)pyrimidin-2-amine C(C)OC1CCC(CC1)COC1=NC(=NC=C1F)NC1=CC=C(C=C1)N1CCOCC1